2-keto-3-methylvalerate O=C(C(=O)[O-])C(CC)C